NC1=NC=NN2C1=C(C(=N2)C2=CC=C(C=C2)NC(C=C)=O)C2=CC(=C(C=C2)NC(=O)NC2CC2)OC N-(4-(4-amino-5-(4-(3-cyclopropylureido)-3-methoxyphenyl)pyrazolo[5,1-f][1,2,4]triazin-6-yl)phenyl)acrylamide